NC1=NC(=NN1C(=O)NC1=CC=C(C=C1)C1=CC(=CC(=C1)OCC1=CC=CC=C1)C(=O)O)NC1=CC=C(C=C1)C(NC)=O 4'-(5-amino-3-((4-(methylcarbamoyl)phenyl)amino)-1H-1,2,4-triazole-1-carboxamido)-5-(benzyloxy)-[1,1'-biphenyl]-3-carboxylic acid